NC1=C(C2=C(S1)C(CC(C2)(C)C)(C)C)C(=O)OCC ethyl 2-amino-5,5,7,7-tetramethyl-4,5,6,7-tetrahydrobenzo[b]thiophene-3-carboxylate